COC(CC[C@@H](C)[C@H]1CC[C@H]2[C@@H]3CC[C@@H]4CCCC[C@]4(C)[C@H]3CC[C@]12C)=O 5beta-cholanic methyl ester